(biphenyl-4-yl)-(4'-triphenylsilyl-biphenyl-4-yl)-[1,1':2',1'']terphenyl-4'-yl-amine C1(=CC=C(C=C1)N(C=1C=C(C(=CC1)C1=CC=CC=C1)C1=CC=CC=C1)C1=CC=C(C=C1)C1=CC=C(C=C1)[Si](C1=CC=CC=C1)(C1=CC=CC=C1)C1=CC=CC=C1)C1=CC=CC=C1